ONC(=O)C=1C=2CN(CC2C=CC1)C1CCC(CC1)C(F)(F)F N-hydroxy-2-((1s,4s)-4-(trifluoromethyl)cyclohexyl)isoindoline-4-carboxamide